BrCC1=CC2=C(S1)C1=C(C(C3=C2C(=CC=C3)F)=O)C=CC=C1 (bromomethyl)-4-fluoro-8H-dibenzo[3,4:6,7]cyclohepta[1,2-b]thiophen-8-one